OC1(CNCCN(C1)C(=O)[O-])C 6-hydroxy-6-methyl-1,4-diazacycloheptane-1-carboxylate